Ethyl tetradeca-5,8-diynoate C(CCCC#CCC#CCCCCC)(=O)OCC